(S)-2-(3-chlorophenyl)-2,2-difluoro-1-phenylethyl ((S)-1-(((S)-4-(cyclopropylamino)-3,4-dioxo-1-((S)-2-oxopyrrolidin-3-yl)butan-2-yl)amino)-4-methyl-1-oxopentan-2-yl)carbamate C1(CC1)NC(C([C@H](C[C@H]1C(NCC1)=O)NC([C@H](CC(C)C)NC(O[C@H](C(F)(F)C1=CC(=CC=C1)Cl)C1=CC=CC=C1)=O)=O)=O)=O